(5-(3-(3,4-difluoro-2-methoxyphenyl)-5-methyl-5-(trifluoromethyl)tetrahydrothiophene-2-carboxamido)-2-vinylphenyl)boric acid FC=1C(=C(C=CC1F)C1C(SC(C1)(C(F)(F)F)C)C(=O)NC=1C=CC(=C(C1)OB(O)O)C=C)OC